pyrrolidin-3-yl-piperidin-2-one N1CC(CC1)N1C(CCCC1)=O